4-(2-bromo-3,4-dimethyl-1H-indol-5-yl)piperidine-1-carboxylic acid tert-butyl ester C(C)(C)(C)OC(=O)N1CCC(CC1)C=1C(=C2C(=C(NC2=CC1)Br)C)C